NCCOCCOCCOCCNCC=1C=CC(=NC1C1CC1)C(=O)NC1=CC(=CC=C1)C1(COC1)CC1=NN=CN1C 5-(13-amino-5,8,11-trioxa-2-azatridecan-1-yl)-6-cyclopropyl-N-(3-{3-[(4-methyl-4H-1,2,4-triazol-3-yl)methyl]oxetan-3-yl}phenyl)pyridine-2-carboxamide